[C@@H]1([C@H](O)[C@H](O)[C@H](O1)CO)N1C2=NC=NC(=C2N=C1)N 9-beta-D-ribofuranosyl-Adenine